5-(4-aminobut-1-yn-1-yl)-N-(4-aminobut-2-yn-1-yl)furan-2-carboxamide NCCC#CC1=CC=C(O1)C(=O)NCC#CCN